3-(4-chlorophenyl)cyclobutan-1-one ClC1=CC=C(C=C1)C1CC(C1)=O